13-chloro-8-(2,6-difluorophenyl)-3-[(4-methoxyphenyl)methyl]-11-methyl-3,4,7,9,12-pentazatricyclo[8.4.0.02,6]tetradeca-1(10),2(6),4,7,11,13-hexaene ClC=1N=C(C=2NC(=NC=3C=NN(C3C2C1)CC1=CC=C(C=C1)OC)C1=C(C=CC=C1F)F)C